1-(difluoromethyl)-N-[4-[(6,7-dimethoxy-1,5-naphthyridin-4-yl)oxy]phenyl]-5-(4-fluorophenyl)-6-methyl-4-oxopyridine-3-carboxamide FC(N1C=C(C(C(=C1C)C1=CC=C(C=C1)F)=O)C(=O)NC1=CC=C(C=C1)OC1=CC=NC2=CC(=C(N=C12)OC)OC)F